CC(C[C@@H](C(N[C@H](C=O)C[C@H]1C(NCC1)=O)=O)NC(OC1(CC1)CC1=CC(=CC=C1)OCC1=CC=CC=C1)=O)C 1-(3-(benzyloxy) benzyl)cyclopropyl ((S)-4-methyl-1-oxo-1-(((S)-1-oxo-3-((S)-2-oxopyrrolidin-3-yl)propan-2-yl) amino)pentan-2-yl)carbamate